Cobalt(II) 5-Aminoisophthalate NC=1C=C(C=C(C(=O)[O-])C1)C(=O)[O-].[Co+2]